FC1=CC=C(NC=2C=C3C(C(=O)NC3=O)=CC2NC2=CC=C(C=C2)F)C=C1 4,5-bis(4-fluoroanilino)phthalimide